NCC1=C(N)C=CC(=C1)OCC1=CC=CC=C1 2-(aminomethyl)-4-(benzyloxy)aniline